2-(2,5-dihydrofuran-3-yl)-4,4,5,5-tetramethyl-1,3,2-dioxaborolane O1CC(=CC1)B1OC(C(O1)(C)C)(C)C